4-(2-(3-(1-(tert-butoxy)-2-methyl-1-oxoprop-2-yl)-5-methyl-2,4-dioxo-3,4-dihydrothieno[2,3-d]Pyrimidin-1(2H)-yl)-1-(2-methoxyphenyl)ethoxy)piperidine-1-carboxylic acid tert-butyl ester C(C)(C)(C)OC(=O)N1CCC(CC1)OC(CN1C(N(C(C2=C1SC=C2C)=O)C(C(=O)OC(C)(C)C)(C)C)=O)C2=C(C=CC=C2)OC